C12(CC3CC(CC(C1)C3)C2)CN2N=CC(=C2C)C2=C(C=3N(C=C2)C(=CN3)C=3N=NC(=C(C3)C)NC3=NC=CC=C3)C(=O)O 7-(1-(adamantan-1-ylmethyl)-5-methyl-1H-pyrazol-4-yl)-3-(5-methyl-6-(pyridin-2-ylamino)pyridazin-3-yl)imidazo[1,2-a]pyridine-8-carboxylic acid